3-[4-(4-piperidinyloxy)-2-[4-(trifluoromethyl)anilino]-3-pyridyl]-4H-1,2,4-oxadiazol-5-one, trifluoroacetate salt FC(C(=O)O)(F)F.N1CCC(CC1)OC1=C(C(=NC=C1)NC1=CC=C(C=C1)C(F)(F)F)C1=NOC(N1)=O